2-(5-(methyl(2,2,6,6-tetramethyl-piperidin-4-yl)amino)pyridin-2-yl)-5-(1H-pyrazol-4-yl)phenol CN(C=1C=CC(=NC1)C1=C(C=C(C=C1)C=1C=NNC1)O)C1CC(NC(C1)(C)C)(C)C